(S)-2-hydroxy-succinic acid O[C@H](C(=O)O)CC(=O)O